COC=1C=C(C=NC1OCC1=NC=C(C=C1)OC)CC1=CC=NC2=C1N=CN=C2 8-[[5-methoxy-6-[(5-methoxy-2-pyridinyl)methoxy]-3-pyridinyl]methyl]pyrido[3,2-d]pyrimidine